tert-butyl (cis-3-(((4-fluorobenzyl)oxy)methyl)cyclobutyl)carbamate FC1=CC=C(COC[C@H]2C[C@H](C2)NC(OC(C)(C)C)=O)C=C1